OC=1C(=NN(C(C1)=O)C1=CC=CC=C1)C(=O)OC Methyl 4-hydroxy-6-oxo-1-phenyl-pyridazine-3-carboxylate